3-bromo-6-[tert-butoxycarbonyl(methyl)amino]pyridine-2-carboxylic acid BrC=1C(=NC(=CC1)N(C)C(=O)OC(C)(C)C)C(=O)O